N-((S)-(4,4-difluorocyclohexyl)(7-fluoro-5-((S)-2-methoxy-1-((S)-2-oxo-4-(trifluoromethyl)imidazolidin-1-yl)ethyl)benzo[d]oxazol-2-yl)methyl)-1-methyl-1H-pyrazole-5-carboxamide FC1(CCC(CC1)[C@H](NC(=O)C1=CC=NN1C)C=1OC2=C(N1)C=C(C=C2F)[C@@H](COC)N2C(N[C@@H](C2)C(F)(F)F)=O)F